CS(=O)(=O)[O-].C1(C=CC(N1CC[N+]1=CC=C(C=C1)C=1OC(=CN1)C1=CC=C(C=C1)OC)=O)=O 1-(2-maleimidylethyl)-4-(5-(4-methoxyphenyl)oxazol-2-yl)pyridinium methanesulfonate